2-Methyl-6-oxo-1,6-dihydropyridine-3-carboxylate CC=1NC(C=CC1C(=O)[O-])=O